tert-butyl-rel-(6S,7R)-3-methyl-2-oxo-7-({[(CIS)-4-phenylcyclohexyl]oxy}methyl)-4-oxa-1,8-diazaspiro[5.5]undecane-8-carboxylate C(C)(C)(C)OC(=O)N1[C@H]([C@]2(COC(C(N2)=O)C)CCC1)CO[C@@H]1CC[C@@H](CC1)C1=CC=CC=C1 |o1:8,9|